tert-Butyl 3-(4-(2-aminoethyl)phenyl)-6,7-dihydropyrazolo[1,5-a]pyrazine-5(4H)-carboxylate NCCC1=CC=C(C=C1)C=1C=NN2C1CN(CC2)C(=O)OC(C)(C)C